5-(3-Fluoro-1H-pyrazol-4-yl)-2-[6-(6-methyl-2,6-diazaspiro[3.3]heptan-2-yl)[1,3]thiazolo[4,5-c]pyridazin-3-yl]phenol FC1=NNC=C1C=1C=CC(=C(C1)O)C1=CC2=C(N=N1)N=C(S2)N2CC1(C2)CN(C1)C